4-chloro-2-((2-chlorophenyl)amino)benzoic acid ClC1=CC(=C(C(=O)O)C=C1)NC1=C(C=CC=C1)Cl